BrC=1C(=C2C(=NC1)NC(=N2)C2=CC=C(C=C2)N2CCOCC2)NC2CCN(CC2)C(C)C 6-Bromo-N-[1-(1-methylethyl)piperidin-4-yl]-2-(4-morpholin-4-ylphenyl)-3H-imidazo[4,5-b]pyridin-7-amine